5-(4-(2-(pyridin-2-yl)ethynyl)phenoxy)-1H-1,2,3-triazole-4-carboxylic acid N1=C(C=CC=C1)C#CC1=CC=C(OC2=C(N=NN2)C(=O)O)C=C1